FC1([C@@H]([C@H](CCC1)N1CCN(CC1)C(C)C)NC(=O)N1CCC2(CCCC2)CC1)F |r| rac-N-{(1R,6S)-2,2-difluoro-6-[4-(propan-2-yl)piperazin-1-yl]cyclohexyl}-8-azaspiro[4.5]decane-8-carboxamide